N-((((1R,2R)-2-(3,5-dimethyl-1H-pyrazol-1-yl)cyclopentyl)oxy)carbonyl)-O-((1S,3S)-3-(2-(5,6,7,8-tetrahydro-1,8-naphthyridin-2-yl)ethyl)cyclobutyl)-L-homoserine CC1=NN(C(=C1)C)[C@H]1[C@@H](CCC1)OC(=O)N[C@@H](CCOC1CC(C1)CCC1=NC=2NCCCC2C=C1)C(=O)O